NC1=CC=C(C=C1)C=1NC2=C(N1)C=CC(=C2)N (4-aminophenyl)5-aminobenzimidazole